N-(3,4-dihydro-2H-benzo[b][1,4]dioxepin-7-yl)-3-(N-(2,3-dihydrobenzo[b][1,4]dioxin-6-yl)sulfamoyl)benzamide O1C2=C(OCCC1)C=C(C=C2)NC(C2=CC(=CC=C2)S(NC2=CC1=C(OCCO1)C=C2)(=O)=O)=O